N-((1R,4R)-4-((2-(6-phenethylquinazolin-4-yl)-2,7-diazaspiro[3.5]nonan-7-yl)methyl)cyclohexyl)ethanesulfonamide C(CC1=CC=CC=C1)C=1C=C2C(=NC=NC2=CC1)N1CC2(C1)CCN(CC2)CC2CCC(CC2)NS(=O)(=O)CC